(S)-1-(4-(difluoromethoxy)-2-fluorophenyl)-3-(isoquinolin-4-yl)-2-oxoimidazoline-4-carbonitrile FC(OC1=CC(=C(C=C1)N1C(N([C@@H](C1)C#N)C1=CN=CC2=CC=CC=C12)=O)F)F